tert-butyl (cyclobutylmethyl)((3R)-1-(6-(1-(7-methoxy-1-(tetrahydro-2H-pyran-2-yl)-1H-indazole-4-carboxamido)ethyl)pyridazin-3-yl)piperidin-3-yl)carbamate C1(CCC1)CN(C(OC(C)(C)C)=O)[C@H]1CN(CCC1)C=1N=NC(=CC1)C(C)NC(=O)C=1C=2C=NN(C2C(=CC1)OC)C1OCCCC1